2-chloro-6-methoxybenzothiazole ClC=1SC2=C(N1)C=CC(=C2)OC